NCC(=O)NCC(=O)NCC(=O)N[C@@H](CC1=CC=C(C=C1)N=C=S)C(=O)O glycylglycylglycyl-L-p-isothiocyanatophenylalanine